(R)-N-(5-chloro-6-(2H-1,2,3-triazol-2-yl)pyridin-3-yl)-5-fluoro-2,8,8-trimethyl-7,8-dihydro-6H-cyclopenta[e]pyrazolo[1,5-a]pyridine-6-carboxamide ClC=1C=C(C=NC1N1N=CC=N1)NC(=O)[C@@H]1CC(C2=C1C(=CC=1N2N=C(C1)C)F)(C)C